(9-ethyl-6-nitro-9H-carbazol-3-yl)[4-(2-methoxy-1-methylethoxy)-2-methylphenyl]methanone C(C)N1C2=CC=C(C=C2C=2C=C(C=CC12)C(=O)C1=C(C=C(C=C1)OC(COC)C)C)[N+](=O)[O-]